Cl.N1CC(CC1)C#N Pyrrolidine-3-carbonitrile hydrochloride